1-[(2-Methylpyrimidin-5-yl)methyl]-6-[3-(trifluoromethyl)phenyl]-3H-imidazo[4,5-b]pyridin-2-one CC1=NC=C(C=N1)CN1C(NC2=NC=C(C=C21)C2=CC(=CC=C2)C(F)(F)F)=O